3-(tert-butyl) 9-methyl (R)-10-amino-1,2,4,4a,5,6-hexahydro-3H,12H-benzo[b]pyrazino[1,2-e][1,5]oxazocine-3,9-dicarboxylate NC1=CC2=C(OCC[C@H]3N(C2)CCN(C3)C(=O)OC(C)(C)C)C=C1C(=O)OC